7-(dimethylphosphoryl)-N-[3-(8-{[(3S,4R)-3-fluoro-1-methylpiperidin-4-yl]amino}-3-[(trifluoromethyl)sulfanyl]indolizin-2-yl)prop-2-yn-1-yl]-1,3-benzoxazol-4-amine CP(=O)(C)C=1C=CC(=C2N=COC21)NCC#CC=2C=C1C(=CC=CN1C2SC(F)(F)F)N[C@H]2[C@H](CN(CC2)C)F